C(C)(C)(C)OC(=O)N1C=CC2=CC(=CC=C12)[C@@]1(C2(CC(C1)C2)C(=O)C2=CC1=CC=CC=C1C=C2)C[Si](C2=CC=CC=C2)(C2=CC=CC=C2)C(C)(C)C.CC2=CC=C(C=C2)S(=O)(=O)[C@@H]2COCC2 |&1:16| (S)-3-p-toluenesulfonyl-tetrahydrofuran (rac)-tert-butyl-5-((1R,2S,4S)-1-(2-naphthoyl)-2-((tert-butyldiphenylsilyl)methyl)bicyclo[2.1.1]hexan-2-yl)-1H-indole-1-carboxylate